N-(1-(2,4-bis(trifluoromethyl)benzyl)-1H-pyrazol-4-yl)-5-phenyl-nicotinamide FC(C1=C(CN2N=CC(=C2)NC(C2=CN=CC(=C2)C2=CC=CC=C2)=O)C=CC(=C1)C(F)(F)F)(F)F